C1(CC1)CN(C(C1=CC=C(C=C1)NC1=NC=C(C(=N1)NCC=1C(=NC=CC1)N(S(=O)(=O)C)C)C(F)(F)F)=O)C N-(cyclopropylmethyl)-N-methyl-4-({4-[({2-[methyl(methylsulfonyl)amino]pyridin-3-yl}methyl)amino]-5-(trifluoromethyl)pyrimidin-2-yl}amino)benzamide